5-fluoro-1-methyl-4-(4,4,5,5-tetramethyl-1,3,2-dioxaborolan-2-yl)pyridin-2(1H)-one FC=1C(=CC(N(C1)C)=O)B1OC(C(O1)(C)C)(C)C